NC[C@H]1N(CCC1)C(=O)C1=CC=NC2=CC=C(C=C12)Br (S)-(2-(aminomethyl)pyrrolidin-1-yl)(6-bromoquinolin-4-yl)methanone